ethyl 4-((4-bromophenyl) sulfonyl)-2,3,5,6-tetrafluorobenzoate BrC1=CC=C(C=C1)S(=O)(=O)C1=C(C(=C(C(=O)OCC)C(=C1F)F)F)F